[6-[(3-cyclopropyl-5-methyl-isoxazol-4-yl)methyl]-2,6-diazaspiro[3.3]heptan-2-yl]-[6-[3-(trifluoromethyl)-1,2,4-triazol-1-yl]-2-azaspiro[3.3]heptan-2-yl]methanone C1(CC1)C1=NOC(=C1CN1CC2(CN(C2)C(=O)N2CC3(C2)CC(C3)N3N=C(N=C3)C(F)(F)F)C1)C